(E)-N-(1,2-dithiolan-4-yl)-3-(3-fluorophenyl)-2-(hydroxyimino)propanamide S1SCC(C1)NC(/C(/CC1=CC(=CC=C1)F)=N/O)=O